ClC=1C(=C(C(=CC1)F)C(=C)C12CCC(CC1)(C2)F)F 1-(1-(3-chloro-2,6-difluorophenyl)vinyl)-4-fluoro-bicyclo[2.2.1]heptane